N-[1-({1-[(methylsulfonyl)methyl]cyclobutyl}methyl)-1H-pyrazol-4-yl]-2-(1H-pyrazol-4-yl)-1,3-thiazole-4-carboxamide CS(=O)(=O)CC1(CCC1)CN1N=CC(=C1)NC(=O)C=1N=C(SC1)C=1C=NNC1